(2R)-6-acetamido-2-aminocaproate C(C)(=O)NCCCC[C@H](C(=O)[O-])N